FC=1C(=NC(=C(C1)NCC=C(C)C)I)C1CCN(CC1)C(=O)OC(C)(C)C tert-butyl 4-(3-fluoro-6-iodo-5-((3-methylbut-2-en-1-yl)amino) pyridin-2-yl)piperidine-1-carboxylate